2-methyl-4-(5-(trifluoromethyl)pyrimidin-2-yl)piperazine-1-carboxylic acid tert-butyl ester C(C)(C)(C)OC(=O)N1C(CN(CC1)C1=NC=C(C=N1)C(F)(F)F)C